ClC=1C(=NC(=NC1)NC1=C(C=C(C=C1)N1CCC(CC1)N1CCN(CC1)C)Cl)N1CC2=C(CC1)SC=C2 5-chloro-N-(2-chloro-4-(4-(4-methylpiperazin-1-yl)piperidin-1-yl)phenyl)-4-(6,7-dihydrothieno[3,2-c]pyridin-5(4H)-yl)pyrimidin-2-amine